N,N-dimethyl-leucine CN([C@@H](CC(C)C)C(=O)O)C